The molecule is a barbiturate anion resulting from deprotonation of the carbon bearing the hydroxy group of dialuric acid. Major microspecies at pH 7.3 It is a conjugate base of a dialuric acid. C1(=C(NC(=O)NC1=O)O)[O-]